dimethyl(fluoro)(vinyl)silane C[Si](C=C)(F)C